NCC=1C=C2C(=NC1)CN(C2)C(=O)OCCCC butyl 3-(aminomethyl)-5,7-dihydro-6H-pyrrolo[3,4-b]pyridine-6-carboxylate